C(C)N1C=2C=CC(=CC2C=2C=C3C(=C(C12)C)C=CN=C3)O 6-ethyl-5-methyl-pyrido[4,3-b]carbazol-9-ol